CC(C)(CCC=C(C)C)O 2,6-dimethyl-5-hepten-2-ol